NC1=C(C(=CC(=N1)N1C[C@H]2CC[C@@H](C1)N2C(=O)OC(C)(C)C)C)[N+](=O)[O-] tert-butyl (1R,5S)-3-(6-amino-4-methyl-5-nitropyridin-2-yl)-3,8-diazabicyclo[3.2.1]octane-8-carboxylate